FC=1C=C(O[C@H](C(=O)O)C)C=CC1F (S)-2-(3,4-difluorophenoxy)propionic acid